C(C=CCCC(C)C)=O isooctenaldehyde